CN1N=CC(=C1CNC(C)=O)S(=O)(=O)N1CCC(CC1)C=1C(=CC=2N(C1)N=CN2)C N-((1-methyl-4-((4-(7-methyl-[1,2,4]triazolo[1,5-a]pyridin-6-yl)piperidin-1-yl)sulfonyl)-1H-pyrazol-5-yl)methyl)acetamide